ethyl 4-chloro-6-(hydroxymethyl)nicotinate ClC1=CC(=NC=C1C(=O)OCC)CO